2-bromo-2-(3-chlorophenyl)acetic acid methyl ester COC(C(C1=CC(=CC=C1)Cl)Br)=O